1,1-diethoxyheptane C(C)OC(CCCCCC)OCC